Cl[Si]([Si](C1C=CC2=C(C=3CCCC3C=C12)C1=CC=CC=C1)(C)C)(C)C 1-chloro-1,1,2,2-tetramethyl-2-(4-phenyl-1,5,6,7-tetrahydro-s-indacen-1-yl)disilane